2,3,5-triiodoterephthalic acid diglycidyl ester C(C1CO1)OC(C1=C(C(=C(C(=O)OCC2CO2)C(=C1)I)I)I)=O